4-(4-Methoxyphenyl)-1-(tetrahydro-2H-pyran-2-yl)butan-2-one COC1=CC=C(C=C1)CCC(CC1OCCCC1)=O